[Sb].[Zn] zinc-antimony